7-methoxy-1,9-dimethyl-6-(4-((1-methyl-1H-pyrazol-4-yl)sulfonyl)piperazine-1-yl)-9H-pyrido[3,4-b]indole COC1=C(C=C2C3=C(N(C2=C1)C)C(=NC=C3)C)N3CCN(CC3)S(=O)(=O)C=3C=NN(C3)C